O1C2=CC=COC=C21 oxireno[e]oxepin